C(N)(=O)C1=CC=CC=2NC(=NC21)C2=CC=C(C=C2)NC=2N=CC1=C(N2)N(C(=C1)C(=O)N(C)C)C1CCCC1 ((4-(4-carbamoyl-1H-benzo[d]imidazol-2-yl)phenyl)amino)-7-cyclopentyl-N,N-dimethyl-7H-pyrrolo[2,3-d]pyrimidine-6-carboxamide